CC(CC=O)CCC(C(C)C)C 3,6,7-trimethyloctanal